di(n-pentyl)cyclododecane C(CCCC)C1(CCCCCCCCCCC1)CCCCC